20-bromo-3,6,9,12,15-eicosapentaenoic acid BrCCCCC=CCC=CCC=CCC=CCC=CCC(=O)O